1,5,7-triazabicyclo[4.4.0]dec-5-enium [NH+]12CCCN=C2NCCC1